[1,4]dioxane O1CCOCC1